BrC1=CC=C2C(=N1)N=C(N2C[C@H]2OCC2)CN2CCC=1C=C(C(=NC1C2)OCC2=C(C=C(C=C2)Cl)F)C(F)(F)F (S)-7-((5-bromo-1-(oxetan-2-ylmethyl)-1H-imidazo[4,5-b]pyridin-2-yl)methyl)-2-((4-chloro-2-fluorobenzyl)oxy)-3-(trifluoromethyl)-5,6,7,8-tetrahydro-1,7-naphthyridine